FC1=C(C=CC(=C1F)C)C=1N=NN(C1)[C@@H]1[C@H]([C@H](O[C@@H]([C@@H]1O)CO)CN1C(OC2(C1)CCCCC2)=O)OC 3-(((2R,3R,4S,5R,6R)-4-(4-(2,3-difluoro-4-methylphenyl)-1H-1,2,3-triazol-1-yl)-5-hydroxy-6-(hydroxymethyl)-3-methoxytetrahydro-2H-pyran-2-yl)methyl)-1-oxa-3-azaspiro[4.5]decan-2-one